1,1'-bis-diphenylphosphino-ferrocene C1(=CC=CC=C1)P([C-]1C=CC=C1)C1=CC=CC=C1.[C-]1(C=CC=C1)P(C1=CC=CC=C1)C1=CC=CC=C1.[Fe+2]